(S)-4-(3-fluoro-4-(6-methoxy-2-methyl-2H-indazole-5-carboxamido)phenyl)2-methylpiperazine-1-carboxylic acid tert-butyl ester C(C)(C)(C)OC(=O)N1[C@H](CN(CC1)C1=CC(=C(C=C1)NC(=O)C1=CC2=CN(N=C2C=C1OC)C)F)C